CC1(N(C2=CC=CC=C2C1)C1=NC(=CC(=C1)C(F)(F)F)C)C(=O)NC=1C=C(C=CC1)C methyl-1-(6-methyl-4-(trifluoromethyl)pyridin-2-yl)-N-(m-tolyl)indoline-2-carboxamide